((2-(benzyloxy)-4-fluorophenyl)amino)-5-(trifluoromethyl)-benzoic acid methyl ester COC(C1=C(C=CC(=C1)C(F)(F)F)NC1=C(C=C(C=C1)F)OCC1=CC=CC=C1)=O